(R)-1-((8-(4-bromoindolin-1-yl)-6-methyl-1,7-naphthyridin-3-yl)methyl)pyrrolidin-3-ol BrC1=C2CCN(C2=CC=C1)C=1N=C(C=C2C=C(C=NC12)CN1C[C@@H](CC1)O)C